BrC=1C=C(C=CC1)C1(CC(C1)CC#N)C1=NN=CN1C 2-[3-(3-bromophenyl)-3-(4-methyl-1,2,4-triazol-3-yl)cyclobutyl]acetonitrile